5-amino-4-(3-hydroxy-2,6-dimethylphenyl)-2-methyl-4,7-dihydro-6H-1,3,4,7,8-pentaazadibenzo[cd,f]azulen-6-one NC=1N(C=2C3=C(C4=C(NC(C13)=O)N=CC=C4)N=C(N2)C)C2=C(C(=CC=C2C)O)C